ClC=1C=CC(=C(C1)S(=O)(=O)NC1=CC=C(C=C1)C1=NC(=C2C(=N1)NN=C2C)O[C@H]2[C@H](CNCC2)F)F 5-chloro-2-fluoro-N-(4-(4-(((3S,4R)-3-fluoropiperidin-4-yl)oxy)-3-methyl-1H-pyrazolo[3,4-d]pyrimidin-6-yl)phenyl)benzenesulfonamide